ClC=1C=C2C(C(=CN(C2=CC1N1S(CCC1COC1=NC=CC=C1Cl)(=O)=O)C=1C=NC(=CC1)N1CC(C1)N(C)C)C(=O)OCC)=O ethyl 6-chloro-7-(3-(((3-chloropyridin-2-yl) oxy) methyl)-1,1-dioxo-isothiazolidin-2-yl)-1-(6-(3-(dimethylamino) azetidin-1-yl) pyridin-3-yl)-4-oxo-1,4-dihydroquinoline-3-carboxylate